CC1=C(C=C2C=CC=NC2=C1)NC1=NC2=C3N(C(N(C3=N1)C1CCNCC1)=O)CCC2 2-((7-Methyl-quinolin-6-yl)amino)-4-(piperidin-4-yl)-8,9-dihydro-7H-pyrido[1,2,3-gh]purin-5(4H)-one